N1=C(C=CC=C1)[C@@H](C)N (1R)-1-(pyridin-2-yl)ethanamine